(4-(benzo[d]thiazol-2-yl)bicyclo[2.2.2]oct-1-yl)methanol S1C(=NC2=C1C=CC=C2)C21CCC(CC2)(CC1)CO